OC1=NC=CC(=C1)N1N=C(C=2CCCC(C12)=O)C(F)(F)F 1-(2-hydroxypyridin-4-yl)-3-(trifluoromethyl)-5,6-dihydro-1H-indazol-7(4H)-one